2-[4-(3-azabicyclo[2.2.2]octane-3-carbonyl)-2-fluoro-phenyl]-4-[[5-(4-hydroxy-1-piperidyl)-2-pyridyl]amino]-6H-1,6-naphthyridin-5-one C12CN(C(CC1)CC2)C(=O)C2=CC(=C(C=C2)C2=NC=1C=CNC(C1C(=C2)NC2=NC=C(C=C2)N2CCC(CC2)O)=O)F